COC(=O)C=1C=C(C=C2C1N=C(S2)N)OC 2-amino-6-methoxybenzo[d]thiazole-4-carboxylic acid methyl ester